C1=C2C=3C=CC=CC3N3C2=C(C=C1)C=C3 pyrrolo[3,2,1-jk]carbazole